4-(4-((4-(1H-pyrazol-1-yl)benzyl)(3-methoxybenzyl)amino)benzyl)piperazin-2-one N1(N=CC=C1)C1=CC=C(CN(C2=CC=C(CN3CC(NCC3)=O)C=C2)CC2=CC(=CC=C2)OC)C=C1